N-((4,6-dimethyl-2-oxo-1,2-dihydropyridin-3-yl)methyl)-6-methyl-1-(1-methyl-1h-pyrazol-5-yl)-5-(1-morpholinoethyl)indolizine-7-amide CC1=C(C(NC(=C1)C)=O)CNC(=O)C=1C(=C(N2C=CC(=C2C1)C1=CC=NN1C)C(C)N1CCOCC1)C